(R)-4-(2-Amino-4-((1-hydroxy-2-methylhexan-2-yl)amino)quinazolin-7-yl)-5-((methyl(phenethyl)amino)methyl)pyridin-2(1H)-one NC1=NC2=CC(=CC=C2C(=N1)N[C@@](CO)(CCCC)C)C1=CC(NC=C1CN(CCC1=CC=CC=C1)C)=O